1-(azepan-1-yl)octadec-17-en-1-one N1(CCCCCC1)C(CCCCCCCCCCCCCCCC=C)=O